trinitrosyl-ruthenium N(=O)[Ru](N=O)N=O